CC1=NN(C(=C1)C)C=1C=C(C=CC1)NC=1N=C(C2=C(N1)NC=C2)N[C@H]2CN(CCC2)C(C=C)=O (R)-1-(3-(2-(3-(3,5-dimethyl-1H-pyrazol-1-yl)phenylamino)-7H-pyrrolo[2,3-d]pyrimidin-4-ylamino)piperidin-1-yl)prop-2-en-1-one